[Co].ClC=1C=C(C(=NC1C=1OC=C(N1)CC)C=1OC=C(N1)CC)Cl dichloro[2,6-bis[4-(R)-ethyl-2-oxazolyl]pyridine] cobalt